ClC1=NC=2N(C(=C1C1=C(C=C(C=C1F)OC1CC3(C1)CC(C3)NC)F)N[C@H](C(F)(F)F)C)N=CN2 (S)-5-chloro-6-(2,6-difluoro-4-((6-(methylamino)spiro[3.3]hept-2-yl)oxy)phenyl)-N-(1,1,1-trifluoropropan-2-yl)-[1,2,4]triazolo[1,5-a]pyrimidin-7-amine